oxygen aluminium [Al].[O]